1-(pyridin-2-ylmethyl)-4-(5-(4,4,5,5-tetramethyl-1,3,2-dioxaborolan-2-yl)pyridin-2-yl)piperazine N1=C(C=CC=C1)CN1CCN(CC1)C1=NC=C(C=C1)B1OC(C(O1)(C)C)(C)C